5-(3-ethyl-2-methyl-3H-imidazo[4,5-b]pyridin-5-yl)-N-isobutylpyrrolo[2,1-f][1,2,4]triazin-2-amine C(C)N1C(=NC=2C1=NC(=CC2)C=2C=CN1N=C(N=CC12)NCC(C)C)C